fluoroalcohol sodium salt [Na].FO